BrC1=NNC(C=2N1N=C(C2)C(C)C)=O 7-bromo-2-isopropylpyrazolo[1,5-d][1,2,4]triazin-4(5H)-one